tert-Butyl 2-(4-(4-(2,4-dioxotetrahydropyrimidin-1(2H)-yl)-1H-indol-1-yl)piperidin-1-yl)acetate O=C1N(CCC(N1)=O)C1=C2C=CN(C2=CC=C1)C1CCN(CC1)CC(=O)OC(C)(C)C